CNC(=O)C=1C=CC(=C2C=CC=NC12)N[C@@H]1CN(CC1)C(=O)OC(C)(C)C tert-butyl (S)-3-((8-(methylcarbamoyl)quinolin-5-yl)amino)pyrrolidine-1-carboxylate